(4-chlorophenyl)methyl mercaptan ClC1=CC=C(C=C1)CS